tert-butyl ((3-(6-(4,4-difluoroazepan-1-yl)-4-methyl-[3,4-bipyridine]-5-carboxamido)phenyl)(methyl)(oxo)-λ6-sulfaneylidene)carbamate FC1(CCN(CCC1)C1=C(C(=C(C=N1)C1=CC=NC=C1)C)C(=O)NC=1C=C(C=CC1)S(=O)(C)=NC(OC(C)(C)C)=O)F